2-cyano-[1,1'-biphenyl] C(#N)C1=C(C=CC=C1)C1=CC=CC=C1